ClC=1C(N(C(=CC1OC([2H])C1=NC=C(C=C1F)F)C)C1=CC(=NC=C1C)C(\C=C\N(C)C)=O)=O (P)-(E)-3-chloro-4-((3,5-difluoropyridin-2-yl)methoxy-d)-2'-(3-(dimethylamino)acryloyl)-5',6-dimethyl-2H-[1,4'-bipyridin]-2-one